(2R,4R)-4-hydroxypyrrolidine-1,2-dicarboxylic acid O[C@@H]1C[C@@H](N(C1)C(=O)O)C(=O)O